6-((benzo[d]oxazol-2-ylmethyl)thio)-1-cyclohexyl-1,5-dihydro-4H-pyrazolol O1C(=NC2=C1C=CC=C2)CSC2CCCCC2N2N=C(CC2)O